2-(3'-tert-butyl-2'-hydroxy-5'-(2-octyloxy-carbonylethyl)phenyl)benzotriazole C(C)(C)(C)C=1C(=C(C=C(C1)CCC(=O)OCCCCCCCC)N1N=C2C(=N1)C=CC=C2)O